3-[4-[3-[4-[7-[3,5-Dimethoxy-N-[2-(propan-2-ylamino)ethyl]anilino]quinoxalin-2-yl]pyrazol-1-yl]propyl]piperazin-1-yl]propan-1-ol COC=1C=C(N(CCNC(C)C)C2=CC=C3N=CC(=NC3=C2)C=2C=NN(C2)CCCN2CCN(CC2)CCCO)C=C(C1)OC